S(SC1=C(C=C(C(=C1)[N+](=O)[O-])C)F)C1=C(C=C(C(=C1)[N+](=O)[O-])C)F 1,1'-Disulfandiylbis(2-fluoro-4-methyl-5-nitrobenzol)